(E)-N-(2-(diphenylphosphino)benzyl)-1-(6-((di-tert-butylphosphino)methyl)pyridin-2-yl)ethan-1-imine C1(=CC=CC=C1)P(C1=C(C/N=C(\C)/C2=NC(=CC=C2)CP(C(C)(C)C)C(C)(C)C)C=CC=C1)C1=CC=CC=C1